(4R)-4-((tert-Butoxycarbonyl)amino)-5-(4-((tert-butyldimethylsilyl)oxy)-3-nitrophenyl)-2-methylpentanoic acid tert-butyl ester C(C)(C)(C)OC(C(C[C@H](CC1=CC(=C(C=C1)O[Si](C)(C)C(C)(C)C)[N+](=O)[O-])NC(=O)OC(C)(C)C)C)=O